C[C@@H]1CC[C@H](CN1C(=O)C1=C(C=CC=C1)N1N=CC=N1)OC1=NC=CC(=C1)C#N 2-{[(3R,6R)-6-methyl-1-{[2-(2H-1,2,3-triazol-2-yl)phenyl]carbonyl}piperidin-3-yl]oxy}pyridine-4-carbonitrile